CN1N=CC(=C1C1=NC(=NC=C1F)N1CCC(CC1)C(=O)NCC=1SC=CN1)C 1-(4-(1,4-dimethyl-1H-pyrazol-5-yl)-5-fluoropyrimidin-2-yl)-N-(thiazol-2-ylmethyl)piperidine-4-carboxamide